C1N(CC12CCC2)CC=CC(=O)N 4-(2-azaspiro[3.3]heptan-2-yl)-2-butenamide